N-methyl-butan-1-amine CNCCCC